C1(CCCC1)N1[C@@H](C(N(C=2C=NC(=NC12)NC1=C(C=C(C(=O)NCCCN2CCN(CC2)CC2CCN(CC2)C(=O)OC(C)(C)C)C=C1)OC)C)=O)CC tert-butyl 4-[[4-[3-[[4-[[(7R)-8-cyclopentyl-7-ethyl-5-methyl-6-oxo-7H-pteridin-2-yl]amino]-3-methoxy-benzoyl]amino]propyl]piperazin-1-yl]methyl]piperidine-1-carboxylate